CSCCO 2-(methylsulfanyl)ethan-1-ol